phenoxyphenyl-Maleimide O(C1=CC=CC=C1)C1=C(C(=O)NC1=O)C1=CC=CC=C1